2-Cyclopentyl-4-(3-phenylpyrrolo[2,3-b]pyrazin-5-yl)benzoic Acid C1(CCCC1)C1=C(C(=O)O)C=CC(=C1)N1C=CC=2C1=NC(=CN2)C2=CC=CC=C2